4-bromo-3,3-dimethyl-1-(pyridin-3-yl)indolin-2-one BrC1=C2C(C(N(C2=CC=C1)C=1C=NC=CC1)=O)(C)C